(E)-3-(2-methylpyrimidin-5-yl)acrylic acid tert-butyl ester C(C)(C)(C)OC(\C=C\C=1C=NC(=NC1)C)=O